FC=1C=C2C3=C(NC2=C(C1)NC)N=C(N=C3N3CC(C3)=C(CO)CC)C(=O)NC=3C=NC(=NC3)C 6-fluoro-4-(3-(1-hydroxybutan-2-ylidene)azetidin-1-yl)-8-(methylamino)-N-(2-methylpyrimidin-5-yl)-9H-pyrimido[4,5-b]indole-2-amide